N1=CC(=CC2=CC=CC=C12)[C@H](CC(=O)O)N1CC(C1)CCCCC1=NC=2NCCCC2C=C1 (S)-3-(quinolin-3-yl)-3-(3-(4-(5,6,7,8-tetrahydro-1,8-naphthyridin-2-yl)butyl)azetidin-1-yl)propionic acid